COC=1C=C(C=CC1OC)N1N=C(C=C(C1=O)C(=O)C1CCC(CC1)CC)C 2-[2-(3,4-dimethoxyphenyl)-6-methyl-3-oxo-pyridazine-4-carbonyl]-5-ethyl-cyclohexane